ClC=1C=C(C=CC1Cl)N1C(N(C(C2=CC=CC=C12)=O)C1=CC(=CC=C1)[N+](=O)[O-])=O 1-(3,4-dichlorophenyl)-3-(3-nitrophenyl)quinazoline-2,4(1H,3H)-dione